N-[[6-[3-(3-pyridyl)propanoyl]-6-azaspiro[2.5]octan-2-yl]methyl]-1,3-dihydropyrrolo[3,4-c]pyridine-2-carboxamide N1=CC(=CC=C1)CCC(=O)N1CCC2(C(C2)CNC(=O)N2CC=3C=NC=CC3C2)CC1